4-[4-(1,3-Benzooxazol-2-yl)-4-methylpiperidin-1-yl]-1-methyl-2-oxo-7-(trifluoromethyl)-1,2-dihydroquinoline-3-carboxamide O1C(=NC2=C1C=CC=C2)C2(CCN(CC2)C2=C(C(N(C1=CC(=CC=C21)C(F)(F)F)C)=O)C(=O)N)C